C(=O)(O)CCCC(=O)N[C@@H](C[C@H](C(=O)O)O)CC1=CC=C(C=C1)C1=CC(=CC=C1)Cl (2R,4R)-4-(4-Carboxy-butyrylamino)-5-(3'-chloro-biphenyl-4-yl)-2-hydroxy-pentanoic Acid